hexyl (4-aminophenyl)(imino)methylcarbamate NC1=CC=C(C=C1)N(C(OCCCCCC)=O)C=N